NCCC[C@H]1CN(CC1)C(=O)OC(C)(C)C tert-butyl (3R)-3-(3-aminopropyl)pyrrolidine-1-carboxylate